(3,6-di-t-butyl)carbazole C(C)(C)(C)C=1C=CC=2NC3=CC=C(C=C3C2C1)C(C)(C)C